S1N=NC2=C1C=CC=C2 Benzo(1,2,3)thiadiazole